3-(benzo[d]thiazol-6-yl)-3-(5-(2-(5,6,7,8-tetrahydro-1,8-naphthyridin-2-yl)ethoxy)-1H-indazol-1-yl)propionic acid S1C=NC2=C1C=C(C=C2)C(CC(=O)O)N2N=CC1=CC(=CC=C21)OCCC2=NC=1NCCCC1C=C2